1-(6,7-dihydro-5H-benzo[6,7]cyclohepta[1,2-c]pyridazin-3-yl)-N5-(7-(S)-pyrrolidin-1-yl-6,7,8,9-tetrahydro-5H-benzo[7]annulene-2-yl)-1H-1,2,4-triazole-3,5-diamine N1=NC(=CC2=C1C1=C(CCC2)C=CC=C1)N1N=C(N=C1NC=1C=CC2=C(CC[C@H](CC2)N2CCCC2)C1)N